F[C@H]1CN(CC[C@H]1N1CCNCC1)C=1C=CC(=NC1C)C1C(NC(CC1)=O)=O 3-(5-((3S,4R)-3-fluoro-4-(piperazin-1-yl)piperidin-1-yl)-6-methylpyridin-2-yl)piperidine-2,6-dione